O1[Si]23O[Si](O[Si]45O[Si]1(O4)O5)(O2)O3 tetra-epoxycyclotetrasiloxane